tert-butyl (S)-(1-((4-((4-amino-2-butyl-1H-imidazo[4,5-c]quinolin-1-yl)methyl)phenyl)amino)-1,4-dioxo-4-(tritylamino)butan-2-yl)carbamate NC1=NC=2C=CC=CC2C2=C1N=C(N2CC2=CC=C(C=C2)NC([C@H](CC(NC(C2=CC=CC=C2)(C2=CC=CC=C2)C2=CC=CC=C2)=O)NC(OC(C)(C)C)=O)=O)CCCC